NC1=C(C=C(N=N1)C1=C(C=CC=C1)O)N1CC2CCC(C1)N2C2=CC(=NC=C2)CCCN 2-(6-amino-5-(8-(2-(3-aminopropyl)pyridin-4-yl)-3,8-diazabicyclo[3.2.1]octan-3-yl)pyridazin-3-yl)phenol